ClC1=C(C=C(C(=O)N2CCN(CC2)CC2CCN(CC2)C2C(CN(CC2)C(=O)OC(C)(C)C)(F)F)C=C1)N1C(NC(CC1)=O)=O Tert-butyl 4-({4-[4-chloro-3-(2,4-dioxo-1,3-diazinan-1-yl)benzoyl]piperazin-1-yl}methyl)-3',3'-difluoro-[1,4'-bipiperidine]-1'-carboxylate